C(CCCCCCCCCCCCCCCCC)N(C(CNC(CCCCCCCNC(CN1CCN(CCN(CCN(CC1)CC(=O)[O-])CC(=O)[O-])CC(=O)[O-])=O)=O)=O)CCCCCCCCCCCCCCCCCC.[Gd+3] gadolinium (III) 2,2',2''-(10-(2-((8-((2-(dioctadecylamino)-2-oxoethyl)amino)-8-oxooctyl)amino)-2-oxoethyl)-1,4,7,10-tetraazacyclododecane-1,4,7-triyl)triacetate